(2S)-4-(9-chloro-10-(2,4-difluorophenyl)-5-oxo-3,5-dihydro-2H-[1,4]thiazino[2,3,4-ij]quinazolin-7-yl)-1-(2-fluoroacryloyl)piperazine-2-carbonitrile ClC=1C=C2C(=NC(N3C2=C(C1C1=C(C=C(C=C1)F)F)SCC3)=O)N3C[C@H](N(CC3)C(C(=C)F)=O)C#N